6-[(2S)-2-aminopropyl]-2-chloro-N-[(pyridin-4-yl)methyl]thieno[3,2-d]pyrimidin-4-amine dihydrochloride Cl.Cl.N[C@H](CC1=CC=2N=C(N=C(C2S1)NCC1=CC=NC=C1)Cl)C